3-fluoro-4-(furo[3,2-c]pyridin-4-yl)-N-[1-(1-methyl-1H-tetrazol-5-yl)piperidin-4-yl]benzamide FC=1C=C(C(=O)NC2CCN(CC2)C2=NN=NN2C)C=CC1C1=NC=CC2=C1C=CO2